C1=CS(=[Se])C=C1 selenothiophene